C(#N)C=1C=C2C=CNC2=C(C1)NC(CN(C)CCO)=O N-(5-Cyano-1H-indol-7-yl)-2-((2-hydroxyethyl)(methyl)amino)acetamide